methyl (3R)-1-[2-[[2-chloro-3-(4,4,5,5-tetramethyl-1,3,2-dioxaborolan-2-yl)phenyl]carbamoyl]-4,5,6,7-tetrahydropyrazolo[1,5-a]pyridin-4-yl]pyrrolidine-3-carboxylate ClC1=C(C=CC=C1B1OC(C(O1)(C)C)(C)C)NC(=O)C1=NN2C(C(CCC2)N2C[C@@H](CC2)C(=O)OC)=C1